(S)-6-{[(1-(bicyclo[1.1.1]pentan-1-yl)-1H-1,2,3-triazol-4-yl)(2-methyl-1-oxo-1,2-dihydroisoquinolin-5-yl)methyl]amino}-4-(neopentylamino)-1,7-naphthyridine-3,8-dicarbonitrile C12(CC(C1)C2)N2N=NC(=C2)[C@H](C2=C1C=CN(C(C1=CC=C2)=O)C)NC=2C=C1C(=C(C=NC1=C(N2)C#N)C#N)NCC(C)(C)C